BrC1=CC(=NC=C1)C1(CC1)O[Si](C)(C)C(C)(C)C 4-bromo-2-(1-((tert-butyldimethylsilyl)oxy)cyclopropyl)pyridine